1-((1-methylpiperidin-4-yl)methyl)-1H-indole-2-carbaldehyde CN1CCC(CC1)CN1C(=CC2=CC=CC=C12)C=O